C(C(=C)C)(=O)NCCOC(NCC1=CC=C(C=C1)CN1C(=NC=2C(=NC=3C=CC=CC3C21)N)C2CCC2)=O 4-((4-amino-2-cyclobutyl-1H-imidazo[4,5-c]Quinolin-1-yl)methyl)benzylcarbamic acid 2-methacrylamidoethyl ester